C1(CC1)C1=C(C(=NO1)C1=C(C=CC=C1Cl)Cl)C(=O)O[C@H]1[C@@H]2CN([C@H](C1)C2)C2=C(C=C(C=C2)C=2N=NNN2)F (1S,4S,5R)-2-[2-fluoro-4-(2H-1,2,3,4-tetrazol-5-yl) phenyl]-2-azabicyclo[2.2.1]heptan-5-yl 5-cyclopropyl-3-(2,6-dichlorophenyl)-1,2-oxazole-4-carboxylate